3-iodo-propanoate ICCC(=O)[O-]